NC=1C=C(C=C2C=C(N=CC12)NC(=O)[C@H]1[C@@H](C1)C(=O)N)S(N(C)C)(=O)=O trans-N-(8-amino-6-(N,N-dimethylsulfamoyl)isoquinolin-3-yl)cyclopropane-1,2-dicarboxamide